FC1=CC(=C(OC=2C=C(C=C(C2)C(F)(F)F)B2OC(C(O2)(C)C)(C)C)C(=C1)C)C 2-(3-(4-fluoro-2,6-dimethylphenoxy)-5-(trifluoromethyl)phenyl)-4,4,5,5-tetramethyl-1,3,2-dioxaborolane